isopropyl (2R,3S,5R)-3-((N,N-dimethylsulfamoyl) amino)-2-(((6-(5-fluoropyrimidin-2-yl)bicyclo[4.1.0]heptan-3-yl)oxy)methyl)-5-methylpyrrolidine-1-carboxylate CN(S(=O)(=O)N[C@@H]1[C@@H](N([C@@H](C1)C)C(=O)OC(C)C)COC1CC2CC2(CC1)C1=NC=C(C=N1)F)C